C=CC cis-trans-propen